C1N(CCC2=CC=CC=C12)C=1C2=C(N=C(N1)NCCO)CN(C2)C#N 4-(3,4-dihydroisoquinolin-2(1H)-yl)-2-((2-hydroxyethyl)amino)-5,7-dihydro-6H-pyrrolo[3,4-d]pyrimidine-6-carbonitrile